(S)-(4-(4-fluorobenzo[d]thiazol-2-yl)-6,7-dihydro-1H-imidazo[4,5-c]pyridin-5(4H)-yl)(3-(fluoromethyl)-1-methyl-1H-pyrazol-5-yl)methanone FC1=CC=CC2=C1N=C(S2)[C@H]2N(CCC1=C2N=CN1)C(=O)C1=CC(=NN1C)CF